(S)-6-methoxy-N-(1-(pyridin-2-yl)ethyl)-8-(4-(trifluoromethyl)phenoxy)quinoline-3-carboxamide COC=1C=C2C=C(C=NC2=C(C1)OC1=CC=C(C=C1)C(F)(F)F)C(=O)N[C@@H](C)C1=NC=CC=C1